8-Bromo-3-[2,6-dichloro-4-(1-methylpyrazol-4-yl)benzoyl]-2,4-dihydro-phthalazin-1-one BrC=1C=CC=C2CN(NC(C12)=O)C(C1=C(C=C(C=C1Cl)C=1C=NN(C1)C)Cl)=O